O[C@@H](CN(C(C)=O)C)C1=CC=C(C=C1)OCCCCN1C(=NC=C1)C (R)-N-(2-Hydroxy-2-(4-(4-(2-methyl-1H-imidazol-1-yl)butoxy)phenyl)ethyl)-N-methylacetamide